FC(C(=O)O)(F)F.N1(N=CC=C1)C1=C(CNC=2C=3N(C=C(N2)SC2CNCCC2)C(=CN3)C(C)C)C=CC=C1 N-(2-(1H-pyrazol-1-yl)benzyl)-3-isopropyl-6-(piperidin-3-ylthio)imidazo[1,2-a]pyrazin-8-amine 2,2,2-trifluoroacetate